Methyl-2-methyl-5-[3-[[3-(5-methyl-1,2,4-oxadiazol-3-yl)benzoyl]amino]propanoylamino]pyrazole-3-carboxylate COC(=O)C=1N(N=C(C1)NC(CCNC(C1=CC(=CC=C1)C1=NOC(=N1)C)=O)=O)C